spiro[3.3]heptane-2-carboxylic acid 1-phenylethyl ester C1(=CC=CC=C1)C(C)OC(=O)C1CC2(C1)CCC2